ClS(=O)(=O)C1=CC=C(C=C1)CC[Si](Cl)(Cl)Cl 2-(4-chlorosulphonylphenyl)ethyl-trichlorosilane